1,4-diazabicyclo[3.2.2]nonan-4-yl-[3-(2-fluoro-5-methoxy-phenyl)-5,6-dihydro-4H-cyclopenta[c]pyrazol-1-yl]methanone N12CCN(C(CC1)CC2)C(=O)N2N=C(C1=C2CCC1)C1=C(C=CC(=C1)OC)F